FC1=CC=C(C=C1)NC1=NC2=C(N1)C=C(C=C2C(F)(F)F)C(F)(F)F N-(4-fluorophenyl)-4,6-bis(trifluoromethyl)-1H-benzo[d]imidazol-2-amine